(E)-1-(3-aminopropyl)-4-(4-(dimethylamino)styryl)pyridine NCCCN1CC=C(C=C1)\C=C\C1=CC=C(C=C1)N(C)C